C(C=C)(=O)NC=1C(=CC(=C(C1)NC1=CC(=NC=N1)N1OCC[C@@H]1C=1C=C(C=CC1)C1=CC(=CC=C1)C(=O)N(C)C)OC)N1CCN(CC1)C (R)-3'-(2-(6-((5-acrylamido-2-methoxy-4-(4-methylpiperazin-1-yl)phenyl)amino)pyrimidine-4-yl)isoxazolidin-3-yl)-N,N-dimethyl-[1,1'-biphenyl]-3-carboxamide